FC1=CC=C(C=C1)C1=NC(=NO1)C1=CC2=C(N(N=N2)C(C)C)C=C1 5-(4-fluorophenyl)-3-(1-isopropylbenzotriazol-5-yl)-1,2,4-oxadiazole